ethyl 6-(4-fluorophenyl)-4-hydroxy-1-((4-methyl-1,3-dioxan-2-yl)methyl)-2-oxo-1,2-dihydro-1,8-naphthyridine-3-carboxylate FC1=CC=C(C=C1)C=1C=C2C(=C(C(N(C2=NC1)CC1OCCC(O1)C)=O)C(=O)OCC)O